((2S,5R)-2,5-dimethylpiperazin-1-yl)-5-(2-fluorophenyl)-7-(4-(trifluoromethyl)pyridin-2-yl)-7H-pyrrolo[2,3-d]pyrimidine C[C@@H]1N(C[C@H](NC1)C)C=1N=CC2=C(N1)N(C=C2C2=C(C=CC=C2)F)C2=NC=CC(=C2)C(F)(F)F